NC(C(=O)[O-])CC(C(CO)O)O 2-amino-4,5,6-trihydroxyhexanoate